(R)-4-benzyl-3-butyryl-oxazolidin-2-one C(C1=CC=CC=C1)[C@H]1N(C(OC1)=O)C(CCC)=O